BrC=1SC2=C(C1C(=O)O)CCCC2 2-bromo-4,5,6,7-tetrahydro-1-benzothiophene-3-carboxylic acid